N-(5-((6-((R)-3-(4-chlorophenyl)isoxazolidine-2-yl)pyrimidine-4-yl)amino)-2-(4-(dimethylamino)piperidine-1-yl)-4-methoxyphenyl)acrylamide magnesium [Mg].ClC1=CC=C(C=C1)[C@@H]1N(OCC1)C1=CC(=NC=N1)NC=1C(=CC(=C(C1)NC(C=C)=O)N1CCC(CC1)N(C)C)OC